C(C1=CC=CC=C1)OC1=NC(=CC=C1C1=NN(C2=C(C=CC=C12)C1=C[C@@H]2CC[C@H](C1)N2C(=O)OC(C)(C)C)C)OCC2=CC=CC=C2 tert-butyl (1s,5r)-3-(3-(2,6-bis(benzyloxy)pyridin-3-yl)-1-methyl-1H-indazol-7-yl)-8-azabicyclo[3.2.1]oct-2-ene-8-carboxylate